tert-butyl 4-[2-(azepan-1-yl)-4-(cyclopropanecarbonylamino)benzoyl]-3-pyridin-2-ylpiperazine-1-carboxylate N1(CCCCCC1)C1=C(C(=O)N2C(CN(CC2)C(=O)OC(C)(C)C)C2=NC=CC=C2)C=CC(=C1)NC(=O)C1CC1